CN1N=NC2=NC=C(C=C21)C=2N=CC1=C(N2)SC(=C1)C1(CC(C1)C(F)(F)F)O cis-1-(2-(1-methyl-1H-[1,2,3]triazolo[4,5-b]pyridin-6-yl)thieno[2,3-d]pyrimidin-6-yl)-3-(trifluoromethyl)cyclobutanol